(4-benzyl-3,3-difluoro-1-piperidyl){2-[(5-isoquinolyl)carbonyl]-1,2,3,4-tetrahydro-6-isoquinolyl}methanone C(C1=CC=CC=C1)C1C(CN(CC1)C(=O)C=1C=C2CCN(CC2=CC1)C(=O)C1=C2C=CN=CC2=CC=C1)(F)F